FC=1C=CC(=C(C1)CC(=O)OC(C)(C)C)NC tert-butyl 2-(5-fluoro-2-(methylamino)phenyl)acetate